C(C)(=O)OC=1C=C2C=CC=CC23C1O3 indeno[1,7a-b]oxiren-2-yl acetate